2-(6-(3-chloro-2,6-difluorophenyl)-3-thioxo-3,5,6,7-tetrahydro-2H-pyrrolo[1,2-c]imidazol-1-yl)ethanone ClC=1C(=C(C(=CC1)F)C1CC=2N(C(NC2CC=O)=S)C1)F